FC=1C=C(C2=C(CC(O2)[C@@H](C)N)C1)CN1C2=C(OC[C@H]1C)C=C1C(=N2)NC=N1 (1R)-1-(5-fluoro-7-(((R)-6-methyl-6,7-dihydroimidazo[4',5':5,6]pyrido[3,2-b][1,4]oxazin-5(3H)-yl)methyl)-2,3-dihydrobenzofuran-2-yl)ethane-1-amine